1,8-dimethoxy-9-phenyl-9H-xanthen-9-ol COC1=CC=CC=2OC3=CC=CC(=C3C(C12)(O)C1=CC=CC=C1)OC